dimethylvinyl-Chlorosilane CC(=C[SiH2]Cl)C